(7S)-2-(((1-((S)-2-(4-fluorophenyl)propyl)-1H-pyrazol-4-yl)methyl)amino)-4,7,8-trimethyl-7,8-dihydropteridin-6(5H)-one FC1=CC=C(C=C1)[C@@H](CN1N=CC(=C1)CNC1=NC=2N([C@H](C(NC2C(=N1)C)=O)C)C)C